4-(2-bromo-5-fluorophenyl)-1-ethyl-3-(trifluoromethyl)-1H-pyrazole BrC1=C(C=C(C=C1)F)C=1C(=NN(C1)CC)C(F)(F)F